2,2-Dimethyl-4-(3-((2-((3-methyl-1-(1-methylpyrrolidin-3-yl)-1H-pyrazol-4-yl)amino)-5-(trifluoromethyl)pyrimidin-4-yl)amino)propyl)-1,4-oxazepan-3-on CC1(OCCCN(C1=O)CCCNC1=NC(=NC=C1C(F)(F)F)NC=1C(=NN(C1)C1CN(CC1)C)C)C